O[C@@H](COC1=NC(=CC(=C1)C=1C=C(C=CC1C)NC(=O)N1CC(CC1)CC(F)(F)F)N1CCOCC1)CO N-(3-(2-((R)-2,3-dihydroxypropoxy)-6-morpholinopyridin-4-yl)-4-methylphenyl)-3-(2,2,2-trifluoroethyl)pyrrolidine-1-carboxamide